(3r,4s)-3,4-dicyclohexyl-tetrahydrofuran-3,4-diol C1(CCCCC1)[C@]1(COC[C@@]1(O)C1CCCCC1)O